COC1=CC=C(CN(S(=O)(=O)C2=NN(C=C2)CCC(=C)C)CC2=CC=C(C=C2)OC)C=C1 N,N-bis(4-methoxybenzyl)-1-(3-methylbut-3-en-1-yl)-1H-pyrazole-3-sulfonamide